(R)-6-fluoro-5-(2-(5-fluoro-2-methoxypyridin-3-yl)pyrrolidin-1-yl)-3-(1H-imidazol-5-yl)pyrazolo[1,5-a]pyrimidine FC=1C(=NC=2N(C1)N=CC2C2=CN=CN2)N2[C@H](CCC2)C=2C(=NC=C(C2)F)OC